F[C@@H]1CN(C[C@H]1O)C(=O)[C@@H]1CCCC=2N1C(N(N2)CC2=CC=C(C=C2)C)=O (5S)-5-{[(3R,4R)-3-Fluoro-4-hydroxypyrrolidin-1-yl]carbonyl}-2-(4-methylbenzyl)-5,6,7,8-tetrahydro[1,2,4]triazolo[4,3-a]pyridin-3(2H)-one